N1N=CC2=CC(=CC=C12)C(C(=O)N)C=1C=C(C=CC1)C (1H-indazol-5-yl)-2-(m-tolyl)acetamide